N-(4-cyanonaphthalene-1-yl)-2-(4-((1-(2-(2,6-dioxopiperidin-3-yl)-1,3-Dioxoisoindoline-5-yl)azetidin-3-yl)ethynyl)-1H-pyrazol-1-yl)-2-methylpropionamide C(#N)C1=CC=C(C2=CC=CC=C12)NC(C(C)(C)N1N=CC(=C1)C#CC1CN(C1)C=1C=C2C(N(C(C2=CC1)=O)C1C(NC(CC1)=O)=O)=O)=O